FC1=C(C=CC(=C1)F)CNC 1-(2,4-difluorophenyl)-N-methylmethylamine